4-(5-cyclopropyl-1,2-oxazol-3-yl)-N-{2-fluoro-6-[1-(propan-2-yl)-1,2,3,6-tetrahydropyridin-4-yl]phenyl}-4-methylpiperidine-1-carboxamide C1(CC1)C1=CC(=NO1)C1(CCN(CC1)C(=O)NC1=C(C=CC=C1C=1CCN(CC1)C(C)C)F)C